C(#N)C=1C=CC2=C(C(CC3=NC=CC=C3O2)CNC(OC(C)(C)C)=O)C1 Tert-butyl ((8-cyano-10,11-dihydrobenzo[6,7]oxepino[3,2-b]pyridin-10-yl)methyl)-carbamate